C(C)(C)(C)OOC(C)C#CC(C)OOC(C)(C)C 2,5-di(tert-butyl-peroxy)hex-3-yne